(3-cyclobutylpyrrolidin-1-yl)-(3-pyridazin-4-yl-1H-pyrazol-5-yl)methanone C1(CCC1)C1CN(CC1)C(=O)C1=CC(=NN1)C1=CN=NC=C1